COC(C(C(=O)OC)(C)C1=NC(=NC=C1Cl)OC)=O.CC=1C(CC(CC1)C(=C)C)=O 2-methyl-5-(1-methylvinyl)cyclohexen-1-one dimethyl-(5-chloro-2-methoxypyrimidin-4-yl)(methyl)propanedioate